(3-(((2-Hydroxyethyl)amino)methyl)azetidin-1-yl)(5-(4-(trifluoromethyl)-phenoxy)naphthalen-2-yl)methanone OCCNCC1CN(C1)C(=O)C1=CC2=CC=CC(=C2C=C1)OC1=CC=C(C=C1)C(F)(F)F